5-methoxy-o-nitrobenzyl alcohol COC=1C=CC(=C(CO)C1)[N+](=O)[O-]